C(C)(C)(C)OC(=O)N[C@H](CC1=C(C2=NC(=CC(=C2O1)N(C(OC(C)(C)C)=O)CC=1SC=CC1)Cl)C=1N=COC1)C tert-butyl N-{2-[(2S)-2-[(tert-butoxycarbonyl)amino]propyl]-5-chloro-3-(1,3-oxazol-4-yl)furo[3,2-b]pyridin-7-yl}-N-(thiophen-2-ylmethyl)carbamate